tert-butyl (4-(2-((6-bromo-1-(tetrahydro-2H-pyran-2-yl)-1H-indazol-4-yl)amino)-2-oxoethoxy)butyl)carbamate BrC1=CC(=C2C=NN(C2=C1)C1OCCCC1)NC(COCCCCNC(OC(C)(C)C)=O)=O